(2-chloro-4-(methylsulfinyl)phenyl)boronic acid ClC1=C(C=CC(=C1)S(=O)C)B(O)O